5-fluoro-phenol FC=1C=CC=C(C1)O